N-((R)-4,4-difluoro-1-(oxetan-3-yl)pyrrolidin-3-yl)-4-methoxy-5-(1-((R)-1,1,1-trifluoropropan-2-yl)-1H-benzo[d][1,2,3]triazol-6-yl)pyrrolo[2,1-f][1,2,4]triazin-2-amine FC1([C@@H](CN(C1)C1COC1)NC1=NN2C(C(=N1)OC)=C(C=C2)C=2C=CC1=C(N(N=N1)[C@@H](C(F)(F)F)C)C2)F